2-(2-((3R,4R)-3-Amino-4-fluoropiperidin-1-yl)-5-fluoro-1H-benzo[d]imidazol-1-yl)-1-(azetidin-1-yl)ethan-1-on N[C@@H]1CN(CC[C@H]1F)C1=NC2=C(N1CC(=O)N1CCC1)C=CC(=C2)F